6-chloro-4-methylpyridine ClC1=CC(=CC=N1)C